NC1C[C@H]2CCC[C@@H](C1)N2C(=O)OC(C)(C)C tert-butyl (1R,5S)-3-amino-9-azabicyclo[3.3.1]nonane-9-carboxylate